ClC1=CC=C(C(=N1)C(=O)O)NC(C)C=1C=C(C=C2C(N(C(=NC12)OCC(C)C)C)=O)C 6-chloro-3-((1-(2-isobutoxy-3,6-dimethyl-4-oxo-3,4-dihydroquinazolin-8-yl)ethyl)amino)picolinic acid